dibromoisoprene BrC(=CC(C)=C)Br